O=C1NC(CCC1N1C(C2=CC=C(C=C2C1=O)N1CCN(CC1)CCCN1CCN(CC1)C1=CC=C(C=C1)C(=O)C=1C2=C(SC1C1=CC=C(C=C1)O)C=C(C=C2)O)=O)=O 2-(2,6-dioxopiperidin-3-yl)-5-(4-(3-(4-(4-(2-(4-hydroxyphenyl)-6-hydroxybenzo[b]thiophene-3-carbonyl)phenyl)piperazin-1-yl)propyl)piperazin-1-yl)isoindoline-1,3-dione